C(C)OC=1C=C(C=CC1C=1NC(C2=C(N1)NN=N2)=O)C2=CC(=CC=C2)CC(C(=O)O)CC 2-((3'-ethoxy-4'-(7-oxo-6,7-dihydro-3H-[1,2,3]triazolo[4,5-d]pyrimidin-5-yl)-[1,1'-biphenyl]-3-yl)methyl)butyric acid